OCCNC (hydroxymethyl)methylaminomethane